ethylaminodimethylamine C(C)NN(C)C